2-((benzyl(2-(tert-butoxy)-Ethyl 2-oxoethyl)amino)methyl)-3,4-difluorobenzoate C(C1=CC=CC=C1)N(CC(=O)CCOC(C)(C)C)CC1=C(C(=O)[O-])C=CC(=C1F)F